6-(piperidin-1-yl)pyrazolo[1,5-a]pyridine-3-carbonitrile N1(CCCCC1)C=1C=CC=2N(C1)N=CC2C#N